PETROSELINATE C(CCCC\C=C/CCCCCCCCCCC)(=O)[O-]